6'-(((1S,3S)-3-(Pyrido[2,3-b]pyrazin-3-ylamino)cyclopentyl)amino)-2H-[1,3'-bipyridin]-2-one N1=C2C(=NC(=C1)N[C@@H]1C[C@H](CC1)NC1=CC=C(C=N1)N1C(C=CC=C1)=O)N=CC=C2